5-chloro-3-[3-(2-chloro-4-fluoro-benzoyl)-3,8-diazabicyclo[3.2.1]octan-8-yl]-2-fluoro-4-hydroxy-benzenesulfonyl chloride ClC=1C(=C(C(=C(C1)S(=O)(=O)Cl)F)N1C2CN(CC1CC2)C(C2=C(C=C(C=C2)F)Cl)=O)O